tert-butyl (1R,5S)-3-(8-fluoro-7-(3-hydroxynaphthalen-1-yl)-2-methoxypyrido[4,3-d]pyrimidin-4-yl)-3,8-diazabicyclo[3.2.1]octane-8-carboxylate FC1=C(N=CC2=C1N=C(N=C2N2C[C@H]1CC[C@@H](C2)N1C(=O)OC(C)(C)C)OC)C1=CC(=CC2=CC=CC=C12)O